C(N)(=O)C1(CC1)C1=CC=C(C=C1)C1=CC=C(C=C1)N1N=CC(=C1NC(O[C@H](C)C1=C(C=CC=C1)Cl)=O)F (R)-1-(2-chlorophenyl)ethyl (1-(4'-(1-carbamoylcyclopropyl)-[1,1'-biphenyl]-4-yl)-4-fluoro-1H-pyrazol-5-yl)carbamate